C(C)OC(CN1CCC2(CC(C2)CCOC2=C(C(=CC=C2)Br)C)CC1)=O.C(C)OS(=O)(=O)[O-].C(CCCCCCCCCCCCCCCCCCCCC)[N+](C)(C)C docosyl-trimethyl-ammonium ethyl-sulfate ethyl-2-(2-(2-(3-bromo-2-methylphenoxy)ethyl)-7-azaspiro[3.5]nonan-7-yl)acetate